(2S)-2-[(2S)-2-{[(benzyloxy)carbonyl]amino}-4-methylpentanamido]-3-[(3S)-2-oxopyrrolidin-3-yl]propionic acid C(C1=CC=CC=C1)OC(=O)N[C@H](C(=O)N[C@H](C(=O)O)C[C@H]1C(NCC1)=O)CC(C)C